2,6-ditertbutyl-4-methoxyphenol C(C)(C)(C)C1=C(C(=CC(=C1)OC)C(C)(C)C)O